FC(F)(F)C=1C(N=NC1)=O Trifluoromethyl-pyrazolone